(R)-N-(1-(1-(2-hydroxyethyl)azetidin-3-yl)ethyl)-5-(4-(trifluoromethyl)phenoxy)-2-naphthamide OCCN1CC(C1)[C@@H](C)NC(=O)C1=CC2=CC=CC(=C2C=C1)OC1=CC=C(C=C1)C(F)(F)F